2-(((tert-Butoxycarbonyl)amino)methyl)-6-methylbenzo[d]thiazole-5-carboxylic acid C(C)(C)(C)OC(=O)NCC=1SC2=C(N1)C=C(C(=C2)C)C(=O)O